6-chloro-8-[(1S,2S)-[2-(2,2,2-trifluoroethyl)pyrrolo[3,2-c]pyridin-6-yl]cyclopropyl]imidazo[1,2-b]pyridazine ClC=1C=C(C=2N(N1)C=CN2)C2(CC2)C2=CC1=C(C=N2)C=C(N1)CC(F)(F)F